FC=1C=C(C=CC1F)CNC(=O)C=1C(=NC(=CC1C)N1CCOCC1)C(C)C N-[(3,4-Difluoro-phenyl)-methyl]-2-isopropyl-4-methyl-6-morpholin-4-yl-pyridine-3-carboxylic acid amide